ClC=1C=C(C(=O)NC2CC23CCN(CC3)CCC3=CC=CC=C3)C=C(C1)Cl 3,5-dichloro-N-(6-phenethyl-6-azaspiro[2.5]oct-1-yl)benzamide